FC1=CC=C(C=C1)NC(=O)C1(CC1)C(=O)NC1=CC(=C(C=C1)OC1=CC=NC2=CC(=CC=C12)C=1C=NC=CC1)F 1-N-(4-fluorophenyl)-1-N'-[3-fluoro-4-(7-pyridin-3-yl-quinolin-4-yl)oxyphenyl]cyclopropane-1,1-dicarboxamide